OC(CCCC(=O)O)C=CC=CCC=CCC=CC=CC(CC)O 5,18-dihydroxyicosa-6,8,11,14,16-pentaenoic acid